ClC1=C(C=CC=C1)CC(=O)NC1=CC(=C(C=C1)N1N=C(N=C1)C(F)(F)F)S(N)(=O)=O 2-(2-Chlorophenyl)-N-{3-sulfamoyl-4-[3-(trifluoromethyl)-1H-1,2,4-triazol-1-yl]phenyl}acetamide